tritylthio-propionic acid C(C1=CC=CC=C1)(C1=CC=CC=C1)(C1=CC=CC=C1)SC(C(=O)O)C